(cis)-N-(1-(2-(methyl(2-(p-tolyloxy)ethyl)amino)-2-oxoethyl)-1H-pyrazol-4-yl)-4-phenoxycyclohexanecarboxamide CN(C(CN1N=CC(=C1)NC(=O)[C@@H]1CC[C@@H](CC1)OC1=CC=CC=C1)=O)CCOC1=CC=C(C=C1)C